ClC=1C=C(C(=C(N)C1)OC)Br 5-chloro-3-bromo-2-methoxyaniline